Dimethylsilylene-bis(2-isopropyl-4-tert-butyl-indenyl)zirconium dichloride [Cl-].[Cl-].C[Si](=[Zr+2](C1C(=CC2=C(C=CC=C12)C(C)(C)C)C(C)C)C1C(=CC2=C(C=CC=C12)C(C)(C)C)C(C)C)C